Cl.C1(CCCCC1)N1C(C2=CC=CC=C2C(=N1)N1C[C@H](CCCC1)NC)=O (S)-2-Cyclohexyl-4-(3-(methylamino)azepan-1-yl)phthalazin-1(2H)-one-hydrochloride